FC1C2(CC3=CC=CC=C13)NC(C=1N2C(C(=CC1C)NC1=CC(=NC=N1)NC(=O)C1CC1)=O)=O N-(6-((1'-fluoro-8-methyl-1,5-dioxo-1,1',3',5-tetrahydro-2H-spiro[imidazo[1,5-a]pyridin-3,2'-inden]-6-yl)amino)pyrimidin-4-yl)cyclopropanecarboxamide